FC=1C=C2C(C(=CN3C2=C(C1N1CC(CC1)N1CCN(CC1)C)OC[C@@H]3C)C(=O)O)=O (3S)-9-fluoro-3-methyl-10-(3-(4-methylpiperazin-1-yl)pyrrolidin-1-yl)-7-oxo-2,3-dihydro-7H-[1,4]oxazino[2,3,4-ij]quinoline-6-carboxylic acid